C1=CC=CC=2C3=CC(=CC=C3CC12)OS(=O)(=O)C(F)(F)F.ClC=1C=C(C=CC1CC(=O)NCC1=CSC=2C(N(CC21)C2C(NC(CC2)=O)=O)=O)C 2-(3-chloro-4-tolyl)-N-((5-(2,6-dioxopiperidin-3-yl)-6-oxo-5,6-dihydro-4H-thieno[2,3-c]pyrrol-3-yl)methyl)acetamide fluoren-6-yl-trifluoromethanesulfonate